(2S)-2-(tert-butoxycarbonylamino)-4-(5-nitro-1-phenyl-benzimidazol-2-yl)butyric acid C(C)(C)(C)OC(=O)N[C@H](C(=O)O)CCC1=NC2=C(N1C1=CC=CC=C1)C=CC(=C2)[N+](=O)[O-]